tert-butyl (4-((2-(2-isopropylphenyl)-7-methyl-8-oxo-7,8-dihydro-9H-purin-9-yl)methyl)phenyl)(methyl)carbamate C(C)(C)C1=C(C=CC=C1)C1=NC=C2N(C(N(C2=N1)CC1=CC=C(C=C1)N(C(OC(C)(C)C)=O)C)=O)C